FC1=C(C=CC=C1S(=O)(=O)C)NC1=NC=C(C(=N1)C1=CNC2=C(C=CC=C12)NC([C@@H](CC)N1C[C@@H](N([C@H](C1)C)C)C)=O)C (R)-N-(3-(2-((2-fluoro-3-(methylsulfonyl)phenyl)amino)-5-methyl-pyrimidin-4-yl)-1H-indol-7-yl)-2-((3S,5S)-3,4,5-trimethylpiperazin-1-yl)butanamide